2,6-dimethylhept-5-en-1-al CC(C=O)CCC=C(C)C